C(C)OC[C@]1(CN(CC1)CC=1C=CC(=NC1)C)COC1=CC=CC=C1 (S)-5-((3-(ethoxymethyl)-3-(phenoxymethyl)pyrrolidin-1-yl)methyl)-2-methylpyridine